C(#N)C1=NC=C(C(=N1)N1CCN(CC1)C(=O)OC(C)(C)C)F tert-Butyl 4-(2-cyano-5-fluoropyrimidin-4-yl)piperazine-1-carboxylate